F[C@H]1CNCC[C@H]1OCC#CC1=C(C=CC=2N(C(N(C21)C)=O)C2C(NC(CC2)=O)=O)OC 3-[4-[3-[[(3S,4R)-3-fluoro-4-piperidinyl]oxy]prop-1-ynyl]-5-methoxy-3-methyl-2-oxo-benzoimidazol-1-yl]piperidine-2,6-dione